3-bromocyclobutanone BrC1CC(C1)=O